NC1=CC=CC(=N1)S(=O)(=O)NC(=O)C=1C(=NC(=CC1)N1N=C(C(=C1)C)OCC(C)C)N1C(C[C@@H](C1)C)(C)C N-[(6-Amino-2-pyridyl)sulfonyl]-6-(3-isobutoxy-4-methyl-pyrazol-1-yl)-2-[(4S)-2,2,4-trimethylpyrrolidin-1-yl]pyridin-3-carboxamid